ClC=1C=C(C#N)C=C(C1)OC1=C(N=CN(C1=O)CC1=NNC(C(=C1)C1=CC=C(C=C1)OC(F)(F)F)=O)C(F)(F)F 3-chloro-5-((6-oxo-1-((6-oxo-5-(4-(trifluoromethoxy)phenyl)-1,6-dihydropyridazin-3-yl)methyl)-4-(trifluoromethyl)-1,6-dihydropyrimidin-5-yl)oxy)benzonitrile